C(C)C(C=O)=P(C1=CC=CC=C1)(C1=CC=CC=C1)C1=CC=CC=C1 ethyl-(triphenylphosphoranylidene)acetaldehyde